5-bromo-3-fluoro-2-iodo-benzoic acid BrC=1C=C(C(=C(C(=O)O)C1)I)F